CC1=CC=C(C(=O)C2=NC3=CC=C(C=C3C(N2)=O)N)C=C1 2-(4-methylbenzoyl)-6-amino-4(3H)-quinazolinone